6-(2-amino-5-(4-(1-ethylpiperidin-4-yl)phenyl)-6-fluoropyridin-3-yl)-3,4-dihydroisoquinolin-1(2H)-one NC1=NC(=C(C=C1C=1C=C2CCNC(C2=CC1)=O)C1=CC=C(C=C1)C1CCN(CC1)CC)F